ClC=1C=C(C(=NC1C(F)(F)F)C)NC(CN1C=2N(C(C(=C1CC)N1CCNCC1)=O)N=C(N2)C=2CCOCC2)=O N-(5-chloro-2-methyl-6-(trifluoromethyl)pyridin-3-yl)-2-(2-(3,6-dihydro-2H-pyran-4-yl)-5-ethyl-7-oxo-6-(piperazin-1-yl)-[1,2,4]triazolo[1,5-a]pyrimidin-4(7H)-yl)acetamide